bis(3-pentyloxy)9-((2-oxaspiro[3.3]heptan-6-yl)amino)heptadecanedioic acid CCC(CC)OC(C(=O)O)(CCCCCCC(CCCCCCCC(=O)O)NC1CC2(COC2)C1)OC(CC)CC